FC1=C(C(=C(C(=C1[B-](C1=C(C(=C(C(=C1F)F)F)F)F)(C1=C(C(=C(C(=C1F)F)F)F)F)C1=C(C(=C(C(=C1F)F)F)F)F)F)F)F)F.C1(CCCCC1)[NH2+]C1CCCCC1 Dicyclohexylammonium tetrakis(pentafluorophenyl)borate